1-(1-(6-cyclopropylpyridin-3-yl)ethyl)-4-(propane-1-yn-1-yl)-1H-indazole C1(CC1)C1=CC=C(C=N1)C(C)N1N=CC2=C(C=CC=C12)C#CC